C[C@H]1[C@H]2C([C@@H](C[C@@H]1NC(=O)C1=CC=3C(=CN=C(C3)C(=O)N)N1)C2)(C)C N2-[(1S,2S,3S,5R)-2,6,6-trimethylnorpinan-3-yl]-1H-pyrrolo[2,3-c]pyridine-2,5-dicarboxamide